(R)-N-(2-(1,1-dioxidothiomorpholino)-5-((6-(3-(3'-fluoro-[1,1'-biphenyl]-3-yl)isoxazolidin-2-yl)pyrimidin-4-yl)amino)-4-methoxyphenyl)acrylamide O=S1(CCN(CC1)C1=C(C=C(C(=C1)OC)NC1=NC=NC(=C1)N1OCC[C@@H]1C=1C=C(C=CC1)C1=CC(=CC=C1)F)NC(C=C)=O)=O